2-(6-{methyl-[(2s,4s)-2-methylpiperidin-4-yl]amino}[1,3]thiazolo[4,5-c]pyridazin-3-yl)-5-(1H-pyrazol-4-yl)phenol trifluoroacetate FC(C(=O)O)(F)F.CN(C=1SC2=C(N=NC(=C2)C2=C(C=C(C=C2)C=2C=NNC2)O)N1)[C@@H]1C[C@@H](NCC1)C